acrylamide trifluoroacetate FC(C(=O)O)(F)F.C(C=C)(=O)N